6-bromo-3-((1,1-dioxidotetrahydro-2H-thiopyran-4-yl)(3-methoxyphenyl)methyl)quinazolin-4(3H)-one BrC=1C=C2C(N(C=NC2=CC1)C(C1=CC(=CC=C1)OC)C1CCS(CC1)(=O)=O)=O